C(C)N(CCC=O)C 3-[ETHYL(METHYL)AMINO]PROPANAL